1-chloro-5,6-dihydro-7H-pyrrolo[1,2-c]imidazole-7-one ClC1=C2N(C=N1)CCC2=O